CC1(CCNCC1)C(=O)N[C@H](C(=O)O)CCCCCCCC1=NC=2NCCCC2C=C1 (S)-2-(4-methylpiperidine-4-carboxamido)-9-(5,6,7,8-tetrahydro-1,8-naphthyridin-2-yl)nonanoic acid